O\C=C/1\CC(CCC1=O)NC(OC(C)(C)C)=O tert-butyl N-[(3Z)-3-(hydroxymethylene)-4-oxo-cyclohexyl]carbamate